FC(CCC(=O)C1N(CCNC1)C1=CC=C(C=C1)C(C(=O)N)=C)(F)F 2-(4-(4,4,4-trifluorobutanoyl-piperazin-1-yl)phenyl)acrylamide